C(C)OC=1C=NC=CC1C1=CC(=C2C(=N1)C(=NN2C(C)C)C)NCC=2C(=NC=CC2)OC 5-(3-ethoxy-4-pyridinyl)-1-isopropyl-N-[(2-methoxy-3-pyridinyl)methyl]-3-methyl-pyrazolo[4,3-b]pyridin-7-amine